(1-dibenzofuranyl-2,3,4,6,7,8,9-d7)boronic acid C1(=C(C(=C(C=2OC3=C(C21)C(=C(C(=C3[2H])[2H])[2H])[2H])[2H])[2H])[2H])B(O)O